FC1=C(N)C=CC(=C1)C1=NN(C=C1)C=1N=NC(=CC1)C(F)(F)F 2-fluoro-4-(1-(6-(trifluoromethyl)pyridazin-3-yl)-1H-pyrazol-3-yl)aniline